(S)-N-[(1S)-5-[2-(2-aminopyridin-3-yl)-5-(1,2,3-triazol-2-yl)imidazo[4,5-b]pyridin-3-yl]-2,3-dihydro-1H-inden-1-yl]-2-(prop-2-enamidomethyl)benzamide NC1=NC=CC=C1C1=NC=2C(=NC(=CC2)N2N=CC=N2)N1C=1C=C2CC[C@@H](C2=CC1)NC(C1=C(C=CC=C1)CNC(C=C)=O)=O